2-acetyl-oxybenzoic acid C(C)(=O)OC1=C(C(=O)O)C=CC=C1